FC(C(=O)O)(F)F.N[C@@H](C(=O)NC)C1=CC(=CC=C1)C(F)(F)F |r| (±)-2-amino-N-methyl-2-(3-(trifluoromethyl)phenyl)acetamide trifluoroacetate